OCC1(CC1)C1=CC=C(C=C1)C1CN(C1)C(=O)OC(C)(C)C tert-Butyl 3-(4-(1-(hydroxymethyl)cyclopropyl)phenyl)azetidine-1-carboxylate